2-(6-methoxy-2-(2-methoxyimidazo[2,1-b][1,3,4]thiadiazol-6-yl)pyrazolo[1,5-a]pyridin-4-yloxy)-N-methylacetamide COC=1C=C(C=2N(C1)N=C(C2)C=2N=C1SC(=NN1C2)OC)OCC(=O)NC